(E)-ethyl 2-amino-2-(((ethoxycarbonyl)oxy)imino)acetate N/C(/C(=O)OCC)=N/OC(=O)OCC